ClC=1C(=C(C=CC1)NC(=O)C1=CC(=CC=2NC(=NC21)S(=O)(=O)C)NC(=O)C2=C(C=CC=C2)C(F)(F)F)C N-(3-chloro-2-methylphenyl)-2-(methylsulfonyl)-6-({[2-(trifluoromethyl)phenyl]carbonyl}amino)-1H-benzoimidazole-4-carboxamide